NCCC[Si](OC)(OC)C γ-Aminopropylmethyl-dimethoxysilan